4-(N-(3,5-dicyclopropylbenzyl)-2-(N-((4-(trifluoromethyl)pyridin-3-yl)methyl)-(2,3,4,5,6-pentafluoro-phenyl)sulfonamido)acetamido)-3,5-dimethylbenzoic acid C1(CC1)C=1C=C(CN(C(CN(S(=O)(=O)C2=C(C(=C(C(=C2F)F)F)F)F)CC=2C=NC=CC2C(F)(F)F)=O)C2=C(C=C(C(=O)O)C=C2C)C)C=C(C1)C1CC1